dimethylsilylenebis(2-(5-methyl-2-furyl)-4-(phenyl)indenyl)zirconium dichloride [Cl-].[Cl-].C[Si](=[Zr+2](C1C(=CC2=C(C=CC=C12)C1=CC=CC=C1)C=1OC(=CC1)C)C1C(=CC2=C(C=CC=C12)C1=CC=CC=C1)C=1OC(=CC1)C)C